[Si].[Ni].[Cu].[Be] beryllium-copper-nickel-silicon